ClC=1C(=NC=C(C(=O)[O-])C1)C#N 5-chloro-6-cyanonicotinate